Cl.C1(C=CC2=CC=CC=C12)N inden-1-amine hydrochloride